C(#N)C1=C(C=C(C=C1)N1C(N(C(C1=O)(C)C)C1=CC(=C(C=C1)NC(CP(OCC)(OCC)=O)=O)F)=S)C(F)(F)F Diethyl (2-((4-(3-(4-cyano-3-(trifluoromethyl)phenyl)-5,5-dimethyl-4-oxo-2-thioxoimidazolidin-1-yl)-2-fluorophenyl)amino)-2-oxoethyl)phosphonate